COC1=C(C=CC(=C1)N1CCN(CC1)C)NC=1N=CC2=C(N1)N(C(C=C2C#C[Si](C(C)C)(C(C)C)C(C)C)=O)C 2-{[2-methoxy-4-(4-methylpiperazin-1-yl)phenyl]amino}-8-methyl-5-[2-(triisopropylsilyl)ethynyl]pyrido[2,3-d]pyrimidin-7-one